Dimethyl-(oxo)silane C[Si](=O)C